di-isopropylbenzene C(C)(C)C1=C(C=CC=C1)C(C)C